4,8,11,18,25-pentaoxo-3,6,9,12,19,26-hexaazadotriacontan-32-oate O=C(NCC)CNCC(NCC(NCCCCCC(NCCCCCC(NCCCCCC(=O)[O-])=O)=O)=O)=O